2-(3-cyano-phenyl)-5-trifluoromethyl-2H-pyrazole-3-carboxylic acid {3-[hydroxy-(4-methoxy-naphthalen-1-yl)-methyl]-phenyl}-amide OC(C=1C=C(C=CC1)NC(=O)C=1N(N=C(C1)C(F)(F)F)C1=CC(=CC=C1)C#N)C1=CC=C(C2=CC=CC=C12)OC